methyltrifluoroacetanilide CN(C1=CC=CC=C1)C(C(F)(F)F)=O